3,5-dichloro-4-[(7-isopropyl-5-[[2-(trimethylsilyl)-ethoxy]methyl]-pyrrolo[2,3-b]-pyrazin-2-yl)oxy]aniline ClC=1C=C(N)C=C(C1OC=1N=C2C(=NC1)N(C=C2C(C)C)COCC[Si](C)(C)C)Cl